2,5-dichloro-N-(2-(cyclopropylsulfonyl)pyridin-3-yl)pyrimidin-4-amine ClC1=NC=C(C(=N1)NC=1C(=NC=CC1)S(=O)(=O)C1CC1)Cl